NC=1C=C(C=CC1)C=1C=C2C(=CN1)N(N=C2C(=O)OC)COCC[Si](C)(C)C methyl 5-(3-aminophenyl)-1-(2-trimethylsilyl ethoxymethyl)pyrazolo[3,4-c]pyridine-3-carboxylate